(R)-1'-(8-((2-amino-3-chloropyridin-4-yl)thio)-7-methylimidazo[1,2-c]pyrimidin-5-yl)-3H-spiro[benzofuran-2,4'-piperidin]-3-amine NC1=NC=CC(=C1Cl)SC=1C=2N(C(=NC1C)N1CCC3(CC1)OC1=C([C@H]3N)C=CC=C1)C=CN2